N2-(4-methylpentan-2-yl)-N5-phenylpyrimidine-2,5-diamine CC(CC(C)NC1=NC=C(C=N1)NC1=CC=CC=C1)C